NC1=C(C(=O)ON=C(C2=CC=CC=C2)N)C=C(C=N1)Br N'-((2-amino-5-bromonicotinoyl)oxy)benzamidine